3-HYDROXY-N-METHYLVALINE OC([C@H](NC)C(=O)O)(C)C